5-(3-ethylimidazo[1,2-a]pyrimidin-6-yl)-N-(2-isopropoxyethyl)pyrrolo[2,1-f][1,2,4]triazin-2-amine C(C)C1=CN=C2N1C=C(C=N2)C=2C=CN1N=C(N=CC12)NCCOC(C)C